N-(1'-(6-cyclopropyl-2-(1,1-difluoroethyl)pyrimidin-4-yl)-1',2'-dihydrospiro[cyclopropane-1,3'-pyrrolo[3,2-c]pyridin]-6'-yl)acetamide C1(CC1)C1=CC(=NC(=N1)C(C)(F)F)N1CC2(C=3C=NC(=CC31)NC(C)=O)CC2